COC1=CC=C(C(=O)C(CCC)(N)N)C=C1 4-methoxybenzoyl-butanediamine